OC(O)C1=NC=C(C(=O)O)C=C1 6-(1,3-dioxapropan-2-yl)nicotinic acid